2-(6-bromo-1-oxoisoindolin-2-yl)butyramide BrC1=CC=C2CN(C(C2=C1)=O)C(C(=O)N)CC